OC(=O)C(F)(F)F.NC1=C(C=CC=C1)NC(C1=CC=C(C=C1)CN1CCC(CC1)CN[C@H]1[C@@H](C1)C1=CC=CC=C1)=O N-(2-aminophenyl)-4-((4-((((1R,2S)-2-phenylcyclopropyl)amino)methyl)piperidin-1-yl)methyl)benzamide TFA salt